2-amino-1-(1,4-dimethyl-1H-imidazol-5-yl)ethanone hydrochloride ethyl-5-(1,4-dimethyl-1H-imidazol-5-yl)-1,3-oxazole-4-carboxylate C(C)OC(=O)C=1N=COC1C1=C(N=CN1C)C.Cl.NCC(=O)C1=C(N=CN1C)C